COC1=C(C2=CC=CC=C2C=C1)P(C1=CC=C(C=C1)OCC)(C1=C(C=CC2=CC=CC=C12)OC)=O bis(2-methoxy-1-naphthyl)-4-ethoxyphenylphosphine oxide